1-{[(1-[5-(difluoromethyl)(1,3,4-thiadiazol-2-yl)]-4-{4-[(methyl-cyclobutyl)carbonyl]piperazinyl}-1H-indazol-6-yl)sulfonyl]amino}cyclopropanecarbonitrile FC(C1=NN=C(S1)N1N=CC2=C(C=C(C=C12)S(=O)(=O)NC1(CC1)C#N)N1CCN(CC1)C(=O)C1(CCC1)C)F